NC1=CC=C(C(=N1)[C@]1(N=C(O[C@H](C1(F)F)C(F)(F)F)NC(OC(C)(C)C)=O)C)F tert-Butyl ((4R,6R)-4-(6-amino-3-fluoropyridin-2-yl)-5,5-difluoro-4-methyl-6-(trifluoromethyl)-5,6-dihydro-4H-1,3-oxazin-2-yl)carbamate